2-(tert-butyl)-6-methoxy-9,9-dimethyl-9,10-dihydroacridine C(C)(C)(C)C1=CC=2C(C3=CC=C(C=C3NC2C=C1)OC)(C)C